methyl 2-bromo-4-(3-ethyl-4-((4-fluorobenzyl)amino)-1-methyl-1H-pyrazolo[3,4-d]pyrimidin-6-yl)benzoate BrC1=C(C(=O)OC)C=CC(=C1)C1=NC(=C2C(=N1)N(N=C2CC)C)NCC2=CC=C(C=C2)F